4-((5-(4-(dimethylamino)phenyl)-1H-pyrazol-3-yl)amino)phenol CN(C1=CC=C(C=C1)C1=CC(=NN1)NC1=CC=C(C=C1)O)C